N3-(4-cyclopropylnaphthalen-1-yl)pyridine-2,3-diamine C1(CC1)C1=CC=C(C2=CC=CC=C12)NC=1C(=NC=CC1)N